1-(1-(2,6-Dioxopiperidin-3-yl)-3-methyl-2-oxo-2,3-dihydro-1H-benzo[d]imidazol-5-yl)azetidine-3-carbaldehyde O=C1NC(CCC1N1C(N(C2=C1C=CC(=C2)N2CC(C2)C=O)C)=O)=O